N-acetyl-N-[2-methoxycarbonyl-5-(pentafluoroethyl)thiophen-3-yl]-2-(ethylsulfonyl)-4-(trifluoromethyl)benzamide C(C)(=O)N(C(C1=C(C=C(C=C1)C(F)(F)F)S(=O)(=O)CC)=O)C1=C(SC(=C1)C(C(F)(F)F)(F)F)C(=O)OC